4-({3-Methoxy-4-[5-(methoxymethyl)-1,2,4-oxadiazol-3-yl]pyridin-2-yl}amino)-N-(2H3)methyl-6-propanamidopyridin-3-carboxamid COC=1C(=NC=CC1C1=NOC(=N1)COC)NC1=C(C=NC(=C1)NC(CC)=O)C(=O)NC([2H])([2H])[2H]